C(\C=C\C)(=O)[O-].[SH3+].FC1=C(CC=2C=C3C(=NC2)NN=C3C=3C=C(C=CC3)C(=O)N3C[C@@H](CCC3)O)C=C(C=C1)F (R)-(3-(5-(2,5-difluorobenzyl)-1H-pyrazolo[3,4-b]pyridin-3-yl)phenyl)(3-hydroxypiperidin-1-yl)methanone sulfonium crotonate salt